C(#N)C(C(=O)NC([O-])=O)=NNC1=CC(=C(C(=C1)Cl)OC=1C=C2CCN(C(C2=CC1)=O)CC1=CC=C(C=C1)Cl)Cl (2-cyano-2-(2-(3,5-dichloro-4-((2-(4-chlorobenzyl)-1-oxo-1,2,3,4-tetrahydroisoquinolin-6-yl)oxy)phenyl)hydrazono)acetyl)carbamate